BrC1=C(C(=C(C=C1)B(O)O)C=O)F (4-bromo-3-fluoro-2-formylphenyl)boronic acid